COC1=C(C=CC(=C1)OC)CN(C1=NC(=CC2=CC(=NC=C12)N)C=1C=NC=CC1CC)CC1=C(C=C(C=C1)OC)OC N1,N1-bis[(2,4-dimethoxyphenyl)methyl]-3-(4-ethyl-3-pyridinyl)-2,7-naphthyridine-1,6-diamine